CC(C)(CCC(C)(OOC(C)(C)C)C)OOC(C)(C)C 2,5-dimethyl-2,5-di(t-butyl-peroxy)-hexane